C(C1=CC=CC=C1)OCCC=1C=C(C=NC1)[C@@](O)(C1=CC=C(C=C1)C(C)C)C1(CN(C1)C)C (R)-[5-(2-benzyloxyethyl)-pyridin-3-yl]-(1,3-dimethyl-azetidin-3-yl)-(4-isopropyl-phenyl)-methanol